ClC1=NC(=CC=C1C(=O)NS(=O)(=O)C1=NN(C=C1)CCC1CC(N(C1)C(=O)OC(C)(C)C)(C)C)N1N=C(C=C1)OCCCC1(CC1)C(F)(F)F tert-Butyl 4-[2-[3-[[2-chloro-6-[3-[3-[1-(trifluoromethyl)cyclopropyl]propoxy]pyrazol-1-yl]pyridine-3-carbonyl]sulfamoyl]pyrazol-1-yl]ethyl]-2,2-dimethyl-pyrrolidine-1-carboxylate